BrC1=C(C=CC=C1)S(=O)(=O)N1[C@]2([C@H](C3=CC=CC=C13)O)OC(C=C2C2=CC=C(C=C2)SC)=O (2S,3'S)-1'-((2-bromophenyl)sulfonyl)-3'-hydroxy-3-(4-(methylthio)-phenyl)-5H-spiro[furan-2,2'-indoline]-5-one